[Ti+4].[Cl-].[Cl-].[Cl-].[Cl-] Chloride titanium